5-benzoylamino-3-(1-(tert-butyl)piperidin-4-yl)-1H-indole hydrochloride Cl.C(C1=CC=CC=C1)(=O)NC=1C=C2C(=CNC2=CC1)C1CCN(CC1)C(C)(C)C